9-((1s,4s)-4-(6-methoxy-5-nitro-2H-indazol-2-yl)cyclohexyl)-3,9-diazaspiro[5.5]undecane-3-carboxylic acid tert-butyl ester C(C)(C)(C)OC(=O)N1CCC2(CC1)CCN(CC2)C2CCC(CC2)N2N=C1C=C(C(=CC1=C2)[N+](=O)[O-])OC